FC1(C(CC1)C1=CC=C(C=C1)N1N=C(C=2CN(CCC21)C(=O)OC(C)(C)C)CC(=O)OC)F tert-butyl 1-(4-(2,2-difluorocyclobutyl) phenyl)-3-(2-methoxy-2-oxoethyl)-1,4,6,7-tetrahydro-5H-pyrazolo[4,3-c]pyridine-5-carboxylate